FC1(CC2(C1)C=C(N(CC2)C(=O)OC(C)(C)C)C=2C=NN(C2)C)F tert-butyl 2,2-difluoro-6-(1-methyl-1H-pyrazol-4-yl)-7-azaspiro[3.5]non-5-ene-7-carboxylate